ethyl 1-(5-((2,6-dichlorobenzyl) oxy)-2,3-dihydro-1H-inden-1-yl)-2,6-dimethylpiperidine-4-carboxylate ClC1=C(COC=2C=C3CCC(C3=CC2)N2C(CC(CC2C)C(=O)OCC)C)C(=CC=C1)Cl